N4-[2-(2-fluorophenyl)pyrimidin-4-yl]-N2-[4-[4-(4-methylpiperazin-1-yl)-1-piperidyl]phenyl]pyrimidine-2,4-diamine FC1=C(C=CC=C1)C1=NC=CC(=N1)NC1=NC(=NC=C1)NC1=CC=C(C=C1)N1CCC(CC1)N1CCN(CC1)C